[N+](=O)([O-])C=1C(=NNC1)C(F)(F)F 4-Nitro-3-(trifluoromethyl)-1H-pyrazole